o-fluorobromobenzene C1=CC=C(C(=C1)F)Br